5-(1-(6-((2,6-difluorobenzyl)amino)pyridin-3-yl)-5-(trifluoromethyl)-1H-pyrazol-3-yl)-3-methyl-1,3,4-oxadiazol-2(3H)-one FC1=C(CNC2=CC=C(C=N2)N2N=C(C=C2C(F)(F)F)C2=NN(C(O2)=O)C)C(=CC=C1)F